2-Amino-4-(4-(trifluoromethyl)phenoxy)benzamide NC1=C(C(=O)N)C=CC(=C1)OC1=CC=C(C=C1)C(F)(F)F